2-methanesulfonyl-4-methylaniline CS(=O)(=O)C1=C(N)C=CC(=C1)C